FC1=C2C=C(NC2=CC=C1F)C(=O)N1CC=2N(CC1)N=CC2C(=O)N2C1(CC1)CC(CC2)O 4-[5-(4,5-difluoro-1H-indole-2-carbonyl)-4H,5H,6H,7H-pyrazolo[1,5-a]pyrazine-3-carbonyl]-4-azaspiro[2.5]octan-7-ol